C(#N)C[C@@H](CC(=O)NC=1SC(=C(N1)C)C(=O)OC(C)C)NC(=O)C1=NC(=CC=C1)C=1C=NN(C1)C Propan-2-yl 2-[(3S)-4-cyano-3-{[6-(1-methyl-1H-pyrazol-4-yl)pyridin-2-yl]formamido}butanamido]-4-methyl-1,3-thiazole-5-carboxylate